(R)-N-(1-(3-amino-5-(trifluoromethyl)phenyl)ethyl)-6-methoxy-2-methyl-8,9-dihydro-[1,4]dioxino[2,3-h]quinazolin-4-amine NC=1C=C(C=C(C1)C(F)(F)F)[C@@H](C)NC1=NC(=NC2=C3C(=C(C=C12)OC)OCCO3)C